(E)-3-(((tert-butylsulfinyl)imino)methyl)bicyclo[1.1.1]pentane-1-carboxylate C(C)(C)(C)S(=O)\N=C\C12CC(C1)(C2)C(=O)[O-]